ClC1=C2CC(CC2=CC=C1Cl)NC=1C=CC(=NC1)[C@@H](C(F)(F)F)N(C(=O)C1CN(C1)S(=O)(=O)C)C N-((1S)-1-(5-((4,5-Dichloro-2,3-dihydro-1H-inden-2-yl)amino)pyridin-2-yl)-2,2,2-trifluoroethyl)-N-methyl-1-(methylsulfonyl)azetidine-3-carboxamide